C(#N)[C@@H]1CN(C[C@H]1O)C1=CC(=NC(=C1)S(=O)(=O)C)NC1=CC(=NC=C1C1=CC=C2C(=N1)OCC(O2)(C)C)NC(C)=O N-(4-((4-(trans-3-cyano-4-hydroxypyrrolidin-1-yl)-6-(methylsulfonyl)pyridin-2-yl)amino)-5-(2,2-dimethyl-2,3-dihydro-[1,4]dioxino[2,3-b]pyridin-6-yl)pyridin-2-yl)acetamide